BrC(C(=O)C1=C(C(=C(C(=C1C)OC)OC)OC)OC)CCCCCCCC bromo-1-(2,3,4,5-tetramethoxy-6-methyl-phenyl)decan-1-one